C1(CC1)C1=NC=NC(=C1C1=NC=C(C(=N1)OCC1=CC=C(C=C1)C=1N(C=C(N1)C(F)(F)F)C1C(C1)(F)F)OC)OC 2-(4-cyclopropyl-6-methoxy-pyrimidin-5-yl)-4-[[4-[1-(2,2-difluorocyclopropyl)-4-(trifluoromethyl)imidazol-2-yl]phenyl]methoxy]-5-methoxy-pyrimidine